C(CCCCCCC)C(C(=O)O)CC1=CC(=C(C(=C1)C(C)(C)C)O)C(C)(C)C Octyl-3,5-di-tert.-Butyl-4-hydroxy-hydrocinnamic acid